2-(1-(4-(6-((4-Chloro-2-fluorobenzyl)oxy)pyridin-2-yl)piperazin-1-yl)ethyl)-3-(((S)-oxetan-2-yl)methyl)-3H-imidazo[4,5-b]pyridine-5-carboxylate ClC1=CC(=C(COC2=CC=CC(=N2)N2CCN(CC2)C(C)C2=NC=3C(=NC(=CC3)C(=O)[O-])N2C[C@H]2OCC2)C=C1)F